C(#C)C1=C(C=CC(=C1)C)NS(=O)(=O)C1=CC=C(C=C1)C N-(2-ethynyl-4-methylphenyl)-4-methylbenzenesulfonamide